FC1(CCC2=C1N=C(N=C2C2=CC(=C(C=C2)OC)S(=O)(=O)C)N2[C@H]([C@@H](C2)O)C)F (2S,3R)-1-(7,7-difluoro-4-(4-methoxy-3-(methylsulfonyl)phenyl)-6,7-dihydro-5H-cyclopenta[d]pyrimidin-2-yl)-2-methylazetidin-3-ol